O=C(CCC=1C=C(C(N(N1)COCC[Si](C)(C)C)=O)C(F)(F)F)N1CCN(CC1)C1=NC=C(C=N1)C(F)(F)F 6-[3-oxo-3-[4-[5-(trifluoromethyl)pyrimidin-2-yl]piperazin-1-yl]propyl]-4-(trifluoromethyl)-2-(2-trimethylsilylethoxymethyl)pyridazin-3-one